(1-((5-(chloromethyl)-3-methoxypyridin-2-yl)methyl)-7-(((5-methyl-1,2,4-oxadiazol-3-yl)methyl)amino)-1H-pyrazolo[4,3-d]Pyrimidin-5-yl)carbamic acid methyl ester COC(NC=1N=C(C2=C(N1)C=NN2CC2=NC=C(C=C2OC)CCl)NCC2=NOC(=N2)C)=O